(3R)-3-allylmorpholine C(C=C)[C@H]1NCCOC1